2-isobutyl-2,3-dihydro-4H-benzo[e][1,3]oxazin-4-one C(C(C)C)C1OC2=C(C(N1)=O)C=CC=C2